[Au+3].[Sn+4] tin(IV)-gold(III)